tert-butyl 7-[3-[1-(2,6-dioxo-3-piperidyl)-3-methyl-2-oxo-benzimidazol-4-yl]propyl]-2,7-diazaspiro[3.5]nonane-2-carboxylate O=C1NC(CCC1N1C(N(C2=C1C=CC=C2CCCN2CCC1(CN(C1)C(=O)OC(C)(C)C)CC2)C)=O)=O